N(=[N+]=[N-])CC=1C=C2CCN(CC2=CC1)C(=O)OC(C)(C)C tert-Butyl 6-(azidomethyl)-3,4-dihydroisoquinoline-2-carboxylate